COC=1C=C(C=CC1S(=O)(=O)C1NC2=CC=C(C=C2C1)N(C)C)C=1C=C2C=NNC2=CC1 5-(3-methoxy-4-((5-dimethylaminoindolin-2-yl)sulfonyl)phenyl)-1H-indazole